1-(5-(aminomethyl)thiophen-2-yl)-2-((5-(trifluoromethyl)oxazolo[4,5-b]pyridin-2-yl)thio)ethan-1-one hydrochloride Cl.NCC1=CC=C(S1)C(CSC=1OC=2C(=NC(=CC2)C(F)(F)F)N1)=O